BrC=1C(=C(C=CC1)C=1OC2=C(N1)C=C(C=C2C#N)C=O)C 2-(3-bromo-2-methyl-phenyl)-5-formyl-1,3-benzoxazole-7-carbonitrile